[Cl-].N1=CC=CC=C1.N1=CC=CC=C1.N1=CC=CC=C1.N1=CC=CC=C1 tetrapyridine chloride